(5s,7s)-7-((2H-pyrazolo[3,4-c]pyridin-2-yl)methyl)-3-(5-(2-hydroxypropan-2-yl)pyrazin-2-yl)-7-methyl-1-oxa-3-azaspiro[4.5]decan-2-one N=1N(C=C2C1C=NC=C2)C[C@@]2(C[C@]1(CN(C(O1)=O)C1=NC=C(N=C1)C(C)(C)O)CCC2)C